3,4-bis((7,7,8,8,8-pentafluorooctyl)oxy)butanoic acid FC(CCCCCCOC(CC(=O)O)COCCCCCCC(C(F)(F)F)(F)F)(C(F)(F)F)F